methyl 2-(3-fluorobenzyl)-2H-indazole-5-carboxylate FC=1C=C(CN2N=C3C=CC(=CC3=C2)C(=O)OC)C=CC1